(S,S)-4-Phenyl-α-(4-phenyloxazolidin-2-ylidene)-2-oxazoline-2-acetonitrile C1(=CC=CC=C1)[C@@H]1N=C(OC1)C(C#N)=C1OC[C@@H](N1)C1=CC=CC=C1